C[N+]1=CC=C(C=C1)C=CC1=CC=C(C=C1)C=O N-methyl-4-(4-formylstyryl)pyridinium